C[S@](=O)(C1COC1)=NC1=NC(=NC(=C1)N1[C@@H](COCC1)C)N1C(=NC2=C1C=CC=C2)C (S)-methyl((2-(2-methyl-1H-benzo[d]imidazol-1-yl)-6-((R)-3-methylmorpholino)pyrimidin-4-yl)imino)(oxetan-3-yl)-λ6-sulfanone